CN1C[C@H](N(CC1)C(CNC(\C=C\C1=CC=C(C=C1)C(F)(F)F)=O)=O)C(=O)OC methyl (2S)-4-methyl-1-[2-[[(E)-3-[4-(trifluoromethyl)phenyl]prop-2-enoyl]amino]acetyl]piperazine-2-carboxylate